NC1=CC2=C(OCC(CN2)OCCOC)C=C1 7-amino-2,3,4,5-tetrahydro-3-methoxyethoxybenzo[b][1,4]oxazepine